[V+5].[O-]P([O-])(=O)OP(=O)([O-])[O-].P(=O)([O-])([O-])[O-].[Fe+3].[Na+] sodium ferric phosphate pyrophosphate vanadium